C(C)(C)(C)OC(=O)N1CCC(CC1)NC=1N=C2C(=NC1)N(C=C2C(=O)O)COCC[Si](C)(C)C 2-((1-(tert-butoxycarbonyl)piperidin-4-yl)amino)-5-((2-(trimethylsilyl)eth-oxy)methyl)-5H-pyrrolo[2,3-b]pyrazine-7-carboxylic acid